OC1=CC=C(C=C1)B(O)O p-hydroxyphenylboronic acid